OC[C@H](C1=CC=CC=C1)NC1=CC(=NC=C1C1=NC(=NO1)C12CCN(CC1)CC2)NC2=CC=C1C(=N2)C(C(OC1=O)C)(C)C 2-((4-(((S)-2-hydroxy-1-phenylethyl)amino)-5-(3-(quinuclidin-4-yl)-1,2,4-oxadiazol-5-yl)pyridin-2-yl)amino)-7,8,8-trimethyl-7,8-dihydro-5H-pyrano[4,3-b]pyridin-5-one